S1(NC(=CC2=C1C=CC=C2)C(=O)NN)(=O)=O (E)-1,2-benzothiazine-3-formhydrazide-1,1-dioxide